N-(4-((4-([1,2,4]triazolo[1,5-a]pyridin-7-yloxy)-3-methylphenyl)amino)-7-ethoxyquinazolin-6-yl)-3-(1-methylpyrrolidin-2-yl)acrylamide N=1C=NN2C1C=C(C=C2)OC2=C(C=C(C=C2)NC2=NC=NC1=CC(=C(C=C21)NC(C=CC2N(CCC2)C)=O)OCC)C